di-tert-pentoxy(sec-butylamino)silane C(C)(C)(CC)O[SiH](NC(C)CC)OC(C)(C)CC